C(C)NS(=O)(=O)C1=CC=C(C=C1)NC N-ethyl-4-(methylamino)benzenesulfonamide